S1C(=NN=C1)S[C@@H]1B(OC2=C(C1)C=CC=C2C(=O)O)O (R)-3-(1,3,4-thiadiazol-2-ylthio)-2-hydroxy-3,4-dihydro-2H-benzo[e][1,2]oxaborinine-8-carboxylic acid